tert-butyl (S)-3-(3-chloro-2-methylphenyl)-3-((2-methyl-1-oxo-2,3,4,5-tetrahydro-1H-benzo[c]azepin-8-yl)amino)pyrrolidine-1-carboxylate ClC=1C(=C(C=CC1)[C@@]1(CN(CC1)C(=O)OC(C)(C)C)NC=1C=CC2=C(C(N(CCC2)C)=O)C1)C